N1(C=NC=C1)C(OC([C@](C)(F)C1=CC(=CC=C1)Br)C1=NN=CN1C)=S O-((2R)-2-(3-bromophenyl)-2-fluoro-1-(4-methyl-4H-1,2,4-triazol-3-yl)propyl) 1H-imidazole-1-carbothioate